CC12C(=O)OC(C1CCCC2)=O methyl-hexaHydrophthalic anhydride